5-(7-methyl-3H-imidazolo[4,5-b]pyrid-6-yl)-3-(4-(4-methylpiperazin-1-yl)phenyl)-1H-pyrazolo[4,3-c]pyridazin-6(5H)-one CC1=C2C(=NC=C1N1N=C3C(=CC1=O)NN=C3C3=CC=C(C=C3)N3CCN(CC3)C)NC=N2